1-(3-(tert-butyl)-1-phenyl-1H-pyrazol-5-yl)-3-(5-((3-oxo-3,4-dihydropyrido[2,3-b]pyrazin-8-yl)oxy)pyridin-2-yl)urea C(C)(C)(C)C1=NN(C(=C1)NC(=O)NC1=NC=C(C=C1)OC1=CC=NC=2NC(C=NC21)=O)C2=CC=CC=C2